2,4-diethylstyrene C(C)C1=C(C=C)C=CC(=C1)CC